tert-butyl 4-((6-bromopyrazin-2-yl)oxy)-4-methylpiperidine-1-carboxylate BrC1=CN=CC(=N1)OC1(CCN(CC1)C(=O)OC(C)(C)C)C